(1-thienyl-methyl) tertiary butyl-peroxy ether C(C)(C)(C)OOOCC=1SC=CC1